C(C)[N+]=1NC=CC1 1-ethyl-pyrazolium